C(C)N([C@H](C(=O)NCC1=CC=C(C=C1)OCC1=CC=C(C=C1)C(F)(F)F)CCC)CC (S)-2-(Diethylamino)-N-(4-((4-(Trifluoromethyl)Benzyl)Oxy)Benzyl)Pentanamide